C(C1=CC=CC=C1)N1CCN(C2(CCOC2)C1)C1=NN(C(=C1)C)C1CC2(CN(C2)C(=O)OC(C)(C)C)C1 Tert-butyl 6-(3-(9-benzyl-2-oxa-6,9-diazaspiro[4.5]decan-6-yl)-5-methyl-1H-pyrazol-1-yl)-2-azaspiro[3.3]heptane-2-carboxylate